ClC=1C=C2C=C(C(NC2=CC1OCC1=NC=CC=C1)=O)CNC=1C(N(C=CC1)C)=O 6-chloro-3-{[(1-methyl-2-oxo-1,2-dihydropyridin-3-yl)amino]methyl}-7-(pyridin-2-ylmethoxy)-1,2-dihydroquinolin-2-one